NC(COC=1C(=CC(=NC1)C1=CC=NC=C1)OC)(CC(C)C)C 5-((2-amino-2,4-dimethylpentyl)oxy)-4-methoxy-[2,4'-bipyridin]